4-[(R)-(1-phenyl-ethyl)amino]-6-({4-[N-(tetrahydropyran-4-yl)-N-methyl-amino]-1-oxo-2-buten-1-yl}amino)-7-cyclopropylmethoxy-quinazoline C1(=CC=CC=C1)[C@@H](C)NC1=NC=NC2=CC(=C(C=C12)NC(C=CCN(C)C1CCOCC1)=O)OCC1CC1